1-((3-fluorobicyclo[1.1.1]pentan-1-yl)methyl)-2-(1-((3-(2-fluorophenyl)-1-methyl-1H-indol-6-yl)methyl)piperidin-4-yl)-1H-benzo[d]imidazole FC12CC(C1)(C2)CN2C(=NC1=C2C=CC=C1)C1CCN(CC1)CC1=CC=C2C(=CN(C2=C1)C)C1=C(C=CC=C1)F